N1(N=CC=C1)C1=NN=NN1 5-(1H-pyrazol-1-yl)-1H-tetrazol